NC1=NC=NN2C1=C(C=C2C2CCN(CC2)C(C(C)C)=O)C2=CC=C(C=C2)NC(=O)C=2C(C(=C(N(C2)C2CC2)C)C=2C(=NC=CC2)C)=O N-(4-(4-amino-7-(1-isobutyrylpiperidin-4-yl)pyrrolo[2,1-f][1,2,4]triazin-5-yl)phenyl)-1-cyclopropyl-2,2'-dimethyl-4-oxo-1,4-dihydro-[3,3'-bipyridine]-5-carboxamide